ClC1=C(C=CC=C1)N1NC=2C(=C(N(C(C2)=O)CC2=NN(C=C2)C)C)C1=O 2-(2-chlorophenyl)-4-methyl-5-[(1-methyl-1H-pyrazol-3-yl)methyl]-1H-pyrazolo[4,3-c]pyridine-3,6(2H,5H)-dione